(S)-3-(2-amino-3-chloropyridine-4-yl)-7-(7-amino-5,7-dihydrospiro[cyclopenta[b]pyridine-6,4'-piperidine]-1'-yl)pteridine-2,4(1H,3H)-dione NC1=NC=CC(=C1Cl)N1C(NC2=NC(=CN=C2C1=O)N1CCC2(CC1)CC=1C(=NC=CC1)[C@H]2N)=O